CC1=CC=C(O1)C=1C2=C(N=CN1)N(N=N2)CC2=NC(=CC=C2)CO[C@@H]2COCC2 (S)-7-(5-methylfuran-2-yl)-3-((6-(([tetrahydrofuran-3-yl]oxy)methyl)pyridin-2-yl)methyl)-3H-[1,2,3]triazolo[4,5-d]pyrimidin